aluminium tartrate C(=O)([O-])C(O)C(O)C(=O)[O-].[Al+3].C(=O)([O-])C(O)C(O)C(=O)[O-].C(=O)([O-])C(O)C(O)C(=O)[O-].[Al+3]